C(O)(O)=O.C(C=CCC)(=O)O 2-pentenoic acid carbonate